1-(benzofuran-2-ylmethyl)-7-bromo-1H-pyrrolo[3,2-c]pyridine O1C(=CC2=C1C=CC=C2)CN2C=CC=1C=NC=C(C12)Br